C(C)(C)(C)OC(=O)N1CCC(CC1)SS[C@H](C)CCC1=CC=CC=C1 (R)-4-((4-phenylbutan-2-yl)disulfanyl)piperidine-1-carboxylic acid tert-butyl ester